CC1=C(C(=O)N[C@H](C)C2=CC(=NC3=CC=CC=C23)C=2C=NN(C2)C)C=C(C=C1)N1CCC2(CN(C2)C)CC1 (R)-2-methyl-N-(1-(2-(1-methyl-1H-pyrazol-4-yl)quinolin-4-yl)ethyl)-5-(2-methyl-2,7-diazaspiro[3.5]nonan-7-yl)benzamide